(±)-trans-4-phenyl-1-(tetrahydro-2H-pyran-4-yl)pyrrolidine-3-carboxylic acid hydrochloride Cl.C1(=CC=CC=C1)[C@H]1[C@@H](CN(C1)C1CCOCC1)C(=O)O |r|